Cl[C@H]1[C@@H](O[C@@H]([C@H]1O)CO)N1C=NC=2C(N)=NC=NC12 2'-chloro-deoxyadenosine